C(C)OC(=O)C1C=CC1 3-(ethoxycarbonyl)cyclobutene